13,17,21,25-Tetramethylheptatriacontane CC(CCCCCCCCCCCC)CCCC(CCCC(CCCC(CCCCCCCCCCCC)C)C)C